6-(tert-butyl)-10-(2-(2-methoxyethoxy)ethoxy)-2-oxo-6,7-dihydro-2H-pyrido[2',1':3,4]pyrazino[1,2-b]indazole-3-carboxylic acid ethyl ester C(C)OC(=O)C=1C(C=C2N(C(CN3N=C4C(=CC=CC4=C32)OCCOCCOC)C(C)(C)C)C1)=O